C(=O)(O)C=1C=C(C=CC1C(=O)O)C=1SC(=CC1)C1=CC(=C(C=C1)C(=O)O)C(=O)O 2,5-di-(3,4-dicarboxyphenyl)thiophene